CC1=C(C(=CC=C1)C)C1=C(C=CC=C1)C1=CC(=NC=C1C)C1=CC(=CC=C1)OC1=CC(=CC=C1)C1=NC=CC=C1 4-(2',6'-dimethyl-[1,1'-biphenyl]-2-yl)-5-methyl-2-(3-(3-(pyridin-2-yl)phenoxy)phenyl)pyridine